C(C(=C)C)(=O)OC1CC(NC(C1)(C)C)(C)C 4-methacryloxy-2,2,6,6-tetramethylpiperidine